C1(CCC1)C#CC=1C=C(C=CC1)C1=C(C(=C(N1CC1=CC(=C(C=C1)S(N)(=O)=O)F)CC1CC1)C=1SC(=C(N1)C(=O)O)C([2H])([2H])[2H])C([2H])([2H])[2H] 2-(5-(3-(cyclobutylethynyl)phenyl)-2-(cyclopropylmethyl)-1-(3-fluoro-4-sulfamoylbenzyl)-4-(methyl-d3)-1H-pyrrol-3-yl)-5-(methyl-d3)thiazole-4-carboxylic acid